O1C=2C(OCC1COCCC(S(=O)(=O)O)C)=CSC2 3-(2,3-dihydrothieno-[3,4-b][1,4]dioxin-2-ylmethoxy)1-methyl-1-propanesulphonic acid